tert-Butyl(6-((4-methoxy-3-(1-methyl-1H-pyrazol-3-yl)-5-nitrophenethyl)carbamoyl)pyridin-2-yl) carbamate C(N)(OC1=NC(=CC=C1C(C)(C)C)C(NCCC1=CC(=C(C(=C1)[N+](=O)[O-])OC)C1=NN(C=C1)C)=O)=O